(1S)-2,2,2-trifluoro-1-(6-(2-fluoro-8,8-dimethyl-7,8-dihydro-6H-cyclopenta[e]pyrazolo[1,5-a]pyrimidin-6-yl)pyridin-3-yl)-N-methylethan-1-amine FC([C@@H](NC)C=1C=NC(=CC1)C1CC(C2=C1C=NC=1N2N=C(C1)F)(C)C)(F)F